C1(CC1)OC=1C=C(C=CC1)C1=CC(=NN1C1=C(C=CC=C1)C(F)(F)F)C(=O)OC Methyl 5-(3-cyclopropoxyphenyl)-1-[2-(trifluoromethyl)phenyl]-1H-pyrazole-3-carboxylate